OC1=CC=C(C=C2C(N(C(S2)=NN=C2C(NC3=CC=C(C=C23)Cl)=O)C2=CC=C(C=C2)F)=O)C=C1 3-(2-(5-(4-hydroxybenzylidene)-3-(4-fluorophenyl)-4-oxothiazolidin-2-ylidene)hydrazono)-5-chloro-1H-indol-2-one